(13R,14S)-13-hydroxy-14-methyl-hexadecanoic acid O[C@H](CCCCCCCCCCCC(=O)O)[C@H](CC)C